4-(4-(4-(((1H-indazol-3-yl)amino)methyl)benzoyl)piperazine-1-carbonyl)-N-hydroxycyclohexane-1-carboxamide N1N=C(C2=CC=CC=C12)NCC1=CC=C(C(=O)N2CCN(CC2)C(=O)C2CCC(CC2)C(=O)NO)C=C1